C(CC(C)C)(O)O iso-Pentandiol